2-((1H-pyrazol-3-yl)methyl)-4-methyl-6-((5-(trifluoromethyl)thiazol-4-yl)methyl)-4H-thiazolo[5',4':4,5]pyrrolo[2,3-d]pyridazin-5(6H)-one N1N=C(C=C1)CC=1SC2=C(N(C=3C(N(N=CC32)CC=3N=CSC3C(F)(F)F)=O)C)N1